BrC1=CC=CC(=N1)NC(=O)[C@H]1N(C[C@@H](C1)F)C(CN1N=C(C2=CC(=CC=C12)C=1C=NC(=NC1)C)C(C)F)=O (2S,4R)-N-(6-bromopyridin-2-yl)-4-fluoro-1-(2-(3-(1-fluoroethyl)-5-(2-methylpyrimidin-5-yl)-1H-indazol-1-yl)acetyl)pyrrolidine-2-carboxamide